2-fluoro-4-methyl-1-nitro-benzene FC1=C(C=CC(=C1)C)[N+](=O)[O-]